3-(2-(2-((3-((4,5-Dimethylthiazol-2-yl)carbamoyl)-4-methylphenyl)amino)ethoxy)ethoxy)propanoic acid CC=1N=C(SC1C)NC(=O)C=1C=C(C=CC1C)NCCOCCOCCC(=O)O